4-cyano-N-[2-(4,4-dimethylcyclohexen-1-yl)-6-(3,3,5,5-tetramethylpiperazin-1-yl)-3-pyridyl]-1-(2-trimethylsilylethoxymethyl)imidazole-2-carboxamide C(#N)C=1N=C(N(C1)COCC[Si](C)(C)C)C(=O)NC=1C(=NC(=CC1)N1CC(NC(C1)(C)C)(C)C)C1=CCC(CC1)(C)C